hydroxy-5,6-dimethyl-3-[(3-methylphenyl)sulfanyl]pyridazine-4-carboxamidine ON=C(N)C1=C(N=NC(=C1C)C)SC1=CC(=CC=C1)C